(R)-5'-phenyl-1',6'-dihydro-[1,1':3',1''-terphenyl]-2'-carbaldehyde C1(=CC=CC=C1)C1=CC(=C([C@H](C1)C1=CC=CC=C1)C=O)C1=CC=CC=C1